bis(2-hydroxypropyl)aniline OC(CN(C1=CC=CC=C1)CC(C)O)C